4-(4-((1-Acetylpiperidin-4-yl)methyl)phenyl)-N-(2-(4-(aminomethyl)benzamido)ethyl)-5-(2,4-dihydroxy-5-isopropylphenyl)-4H-1,2,4-triazole-3-carboxamide C(C)(=O)N1CCC(CC1)CC1=CC=C(C=C1)N1C(=NN=C1C1=C(C=C(C(=C1)C(C)C)O)O)C(=O)NCCNC(C1=CC=C(C=C1)CN)=O